ClC=1C(=C(SC1)F)NC(=O)C1=CN=C(S1)NC1=NC(=NC(=C1)N1CCN(CC1)CCO)C N-(4-chloro-2-fluorothiophen-3-yl)-2-((6-(4-(2-hydroxyethyl)piperazin-1-yl)-2-methyl-pyrimidin-4-yl)amino)thiazole-5-carboxamide